methyl acetate hydrogensulfate salt S(=O)(=O)(O)O.C(C)(=O)OC